FC(C1=CC=C(OC2(CCC2)CN2CCC3(CS(C3)(=O)=O)CC2)C=C1)(F)F 7-((1-(4-(Trifluoromethyl)phenoxy)cyclobutyl)methyl)-2-thia-7-azaspiro[3.5]nonane 2,2-dioxide